3-(8-chloro-1,2,3,4-tetrahydroquinolin-4-yl)-1-methyl-7-methylsulfanyl-4H-pyrimido[4,5-d]pyrimidin-2-one ClC=1C=CC=C2C(CCNC12)N1C(N(C2=NC(=NC=C2C1)SC)C)=O